C(CCCCCCC)OC(CCCCCCN(CCCCCCCC(=O)OCCCCCCCCC)CCO)OCCCCCCCC nonyl 8-((7,7-bis(octyloxy)heptyl)(2-hydroxyethyl)amino)octanoate